N1(CCC1)C=1C(=CC=2N(C1)N=C(N2)N)OC 6-(azetidin-1-yl)-7-methoxy-[1,2,4]triazolo[1,5-a]pyridin-2-amine